BrC1=CC=C(C=C1)N1C[C@@H]2CN(C[C@]2(C1)F)C(=O)OC(C)(C)C tert-butyl (3aS,6aR)-2-(4-bromophenyl)-3a-fluoro-3,4,6,6a-tetrahydro-1H-pyrrolo[3,4-c]pyrrole-5-carboxylate